t-butylperoxy-n-propyl monocarbonate C(OCCCOOC(C)(C)C)([O-])=O